ClC1=CC=C(CN2C3=C(C4=C(C2=O)CN(C4)C(C=4C=C(C#N)C=CC4)([2H])[2H])C=NN3)C=C1 3-((4-(4-chlorobenzyl)-5-oxo-4,5,6,8-tetrahydropyrazolo[3,4-b]pyrrolo[3,4-d]pyridin-7(3H)-yl)methyl-d2)benzonitrile